6-fluoro-4-methylquinazoline FC=1C=C2C(=NC=NC2=CC1)C